N[C@H](C(=O)OC)COC(C)(C)C |r| methyl rac-(2S)-2-amino-3-tert-butoxy-propanoate